N6-(1,3-Dimethyl-1H-pyrazol-4-yl)-3-(1H-indol-5-yl)-1-isopropyl-1H-pyrazolo[3,4-d]pyrimidin-4,6-diamin CN1N=C(C(=C1)NC1=NC(=C2C(=N1)N(N=C2C=2C=C1C=CNC1=CC2)C(C)C)N)C